2'-(tert-butyl) 8a'-methyl (Z)-7'-(hydroxymethylene)-6'-oxotetrahydro-1'H-spiro[cyclopropane-1,4'-isoquinoline]-2',8a'(3'H,4a'H)-dicarboxylate O\C=C\1/C(CC2C3(CN(CC2(C1)C(=O)OC)C(=O)OC(C)(C)C)CC3)=O